2-chloro-3-[(E)-{1-[(3R,5R)-3,5-dimethylmorpholin-4-yl]ethylidene}amino]isonicotinic acid methyl ester COC(C1=C(C(=NC=C1)Cl)/N=C(\C)/N1[C@@H](COC[C@H]1C)C)=O